ClCC(=O)NCC1CCN(CC1)S(=O)(=O)C1=CC=C(C=C1)Br 2-Chloro-N-((1-((4-bromo-phenyl)sulfonyl)piperidin-4-yl)methyl)acetamide